C(C)N(C)[Hf] (ethylmethylamino)-hafnium